4-methoxy-5-(2,2,2-trifluoroethyl)pyrimido[5,4-b]indole-2-carboxylic acid COC1=NC(=NC2=C1N(C=1C=CC=CC21)CC(F)(F)F)C(=O)O